N-(3-((2-((2-(dimethylamino)ethyl)amino)-5-(4-(trifluoromethyl)phenyl)pyrimidin-4-yl)amino)-4-fluorophenyl)acrylamide trifluoroacetate FC(C(=O)O)(F)F.CN(CCNC1=NC=C(C(=N1)NC=1C=C(C=CC1F)NC(C=C)=O)C1=CC=C(C=C1)C(F)(F)F)C